2,4-dihydroxy-3-nitro-benzene OC1=CC=CC(=C1[N+](=O)[O-])O